C1(CCCC1)C1NCC(CC1)C 2-Cyclopentyl-5-methyl-piperidine